C(C)(C)(C)OC(=O)N1[C@@H](CN([C@H](C1)C)C1=CC(=C(C=C1)C#N)C(F)(F)F)C (2r,5s)-4-(4-cyano-3-(trifluoromethyl)phenyl)-2,5-dimethylpiperazine-1-carboxylic acid tert-butyl ester